1-[6-(1-methyl-1H-pyrazol-4-yl)-4-oxo-3,4-dihydro-2H-quinolin-1-yl]-isoquinoline-3-carboxylic acid methyl ester COC(=O)C=1N=C(C2=CC=CC=C2C1)N1CCC(C2=CC(=CC=C12)C=1C=NN(C1)C)=O